3-(6-(4-((4-(6-(4-isopropyl-4H-1,2,4-triazol-3-yl)pyridin-2-yl)piperazin-1-yl)methyl)benzyl)-2-oxobenzo[cd]indol-1(2H)-yl)piperidine-2,6-dione C(C)(C)N1C(=NN=C1)C1=CC=CC(=N1)N1CCN(CC1)CC1=CC=C(CC=2C=3C4=C(C(N(C4=CC2)C2C(NC(CC2)=O)=O)=O)C=CC3)C=C1